ClC=1C(N(N=CC1O)CC1=NC(=NO1)CCC1=CC=C(C=C1)Cl)=O 4-chloro-2-((3-(4-chlorophenethyl)-1,2,4-oxadiazol-5-yl)methyl)-5-hydroxypyridazin-3(2H)-one